N1C(CC2=CC=CC=C12)=C1N=C2C=CC=CC2=C1 1H-2,2'-biindole